5-{2-acetamidoimidazo[1,2-b]pyridazin-6-yl}-2-methyl-N-{1-[2-(trifluoromethoxy)phenyl]ethyl}pyridine-3-carboxamide C(C)(=O)NC=1N=C2N(N=C(C=C2)C=2C=C(C(=NC2)C)C(=O)NC(C)C2=C(C=CC=C2)OC(F)(F)F)C1